C(C)OCCN1C(=NC=C1)C=1N=C(C2=C(N1)C(=CS2)C2=NC=CC=C2)O 2-(1-(2-Ethoxyethyl)-1H-imidazol-2-yl)-7-(pyridin-2-yl)thieno[3,2-d]pyrimidin-4-ol